FC=1C=C2C(=CNC(C2=CC1F)=O)C(C)N(C(=O)NC1=C(C=CC=C1)F)C 1-(1-(6,7-difluoro-1-oxo-1,2-dihydroisoquinolin-4-yl)ethyl)-3-(2-fluorophenyl)-1-methyl-urea